1-(4-((4-oxo-3,4-dihydro-phthalazin-1-yl)amino)phenyl)-3-(3-(trifluoromethyl)phenyl)urea O=C1NN=C(C2=CC=CC=C12)NC1=CC=C(C=C1)NC(=O)NC1=CC(=CC=C1)C(F)(F)F